CON(C(=O)C1=CC=C(C=C1)N\C(=C\1/C(NC2=CC(=CC=C12)C(=O)OC)=O)\C1=CC=CC=C1)C1CCN(CC1)C (Z)-Methyl 3-(((4-(methoxy(1-methylpiperidin-4-yl)carbamoyl)phenyl)amino)(phenyl)methylene)-2-oxoindoline-6-carboxylate